C(#N)CC1=CC=C(C=N1)C(=O)OC methyl 6-(cyanomethyl)pyridine-3-carboxylate